N-[4-[4-(azetidin-3-ylmethoxy)piperidine-1-carbonyl]-3-chloro-phenyl]-5-(2,3-difluoro-4-methoxy-phenyl)-1-methyl-imidazole-2-carboxamide formate C(=O)O.N1CC(C1)COC1CCN(CC1)C(=O)C1=C(C=C(C=C1)NC(=O)C=1N(C(=CN1)C1=C(C(=C(C=C1)OC)F)F)C)Cl